O1CC=CC2=CC=CC(=C12)C=O 2H-chromene-8-carbaldehyde